1,2-bis[2-(trivinylsilyl) vinylsilyl] ethylene Decyl L-phenylalaninate N[C@@H](CC1=CC=CC=C1)C(=O)OCCCCCCCCCC.C(=C)[Si](C=C[SiH2]C=C[SiH2]C=C[Si](C=C)(C=C)C=C)(C=C)C=C